[Ta].[Mn].[Sc] scandium-manganese tantalum